NC1=NC(=NC(=C1\N=C\C1=CC=C(O1)COC(C)=O)O)S (E)-(5-(((4-amino-6-hydroxy-2-mercaptopyrimidin-5-yl)imino)methyl)furan-2-yl)methylacetate